ClC=1C=C(CC2(CCN(CC2)C(=O)OC(C)(C)C)C#N)C=CC1 tert-butyl 4-(3-chlorobenzyl)-4-cyanopiperidine-1-carboxylate